tert-Butyl rac-(3S)-6-(2-ethylindazol-6-yl)-3-methyl-3,4-dihydro-2H-pyridine-1-carboxylate C(C)N1N=C2C=C(C=CC2=C1)C1=CC[C@@H](CN1C(=O)OC(C)(C)C)C |r|